(n-butyl)ammonium perchlorate Cl(=O)(=O)(=O)[O-].C(CCC)[NH3+]